(crotyl)(2-dicyclohexylphosphino-2',6'-dimethoxy-1,1'-biphenyl) palladium (II) chloride [Pd](Cl)Cl.C(C=CC)C=1C(=C(C=CC1)C1=C(C=CC=C1OC)OC)P(C1CCCCC1)C1CCCCC1